1-((3-fluorobicyclo[1.1.1]pentan-1-yl)methyl)-2-(1-((3-(3-fluorophenyl)-1-methyl-1H-indol-6-yl)methyl)piperidin-4-yl)-1H-benzo[d]imidazole FC12CC(C1)(C2)CN2C(=NC1=C2C=CC=C1)C1CCN(CC1)CC1=CC=C2C(=CN(C2=C1)C)C1=CC(=CC=C1)F